Potassium sodium lithium bismuth copper lead [Pb].[Cu].[Bi].[Li].[Na].[K]